methyl 6-hydroxy-9-(3-methoxyphenoxy)-[1,2,4]triazolo[5,1-a]isoquinoline-5-carboxylate OC1=C(N2C(C3=CC(=CC=C13)OC1=CC(=CC=C1)OC)=NC=N2)C(=O)OC